ClC=1C=C2C(C(=CN(C2=CC1F)C1(CC1)C)C(=O)O)=O 6-chloro-7-fluoro-1-(1-methylcyclopropyl)-4-oxo-1,4-dihydroquinoline-3-carboxylic acid